ethyl 2,2-difluoro-2-(4-fluorophenyl)acetate FC(C(=O)OCC)(C1=CC=C(C=C1)F)F